tert-butyl (E)-(2-methyl-4-(4,4,5,5-tetramethyl-1,3,2-dioxaborolan-2-yl)but-3-en-2-yl)carbamate CC(C)(\C=C\B1OC(C(O1)(C)C)(C)C)NC(OC(C)(C)C)=O